NC1=NNC2=C(C=C(C=C12)C1=CC(=NC(=C1)N)N)C#CC(C)(C)C 4-(3-amino-7-(3,3-dimethylbut-1-yn-1-yl)-1H-indazol-5-yl)pyridine-2,6-diamine